BrC=1C=C(C=CC1)N1C(=NC2=CC=C(C=C2C1=O)Cl)C 3-(3-bromophenyl)-6-chloro-2-methylquinazolin-4(3H)-one